C(C1=CC=CC=C1)N(C(SCC)=O)N1C(C2=CC=CC=C2C1=O)=O S-ethyl benzyl(1,3-dioxoisoindolin-2-yl)carbamothioate